C(C)(CC)C1=C(C(=CC(=C1)[N+](=O)[O-])[N+](=O)[O-])O o-sec-butyl-4,6-dinitrophenol